C(C)(C)(C)OC(=O)N1[C@H]2CC(C[C@@H]1CC2)NC=2N=NC(=CC2)Cl (1R,3S,5S)-3-((6-chloropyridazin-3-yl)amino)-8-azabicyclo[3.2.1]octan-8-carboxylic acid tert-butyl ester